COC1=CC=C(C=C1)CN1C(C(CCC1=O)N1C(N(C2=C1C=CC(=C2)C2=CC(=NC=C2)C(=O)OC(C)(C)C)C)=O)=O tert-butyl 4-[1-[1-[(4-methoxyphenyl)methyl]-2,6-dioxo-3-piperidyl]-3-methyl-2-oxo-benzimidazol-5-yl]pyridine-2-carboxylate